2-(2-aminoethyl)-7-(1H-pyrazol-3-yl)-2H-pyrazolo[4,3-c]quinolin-4-amine NCCN1N=C2C(C(=NC=3C=C(C=CC23)C2=NNC=C2)N)=C1